NC1=C2C(=C3C(=N1)C=C(N3)C(=O)N(CC3=C(C=CC=C3F)F)CC3=C(C=CC=C3F)F)COC2 5-amino-N,N-bis(2,6-difluorobenzyl)-6,8-dihydro-1H-furo[3,4-d]pyrrolo[3,2-b]pyridine-2-carboxamide